tert-butyl (3S)-3-[4-(4,4,5,5-tetramethyl-1,3,2-dioxaborolan-2-yl) pyrazol-1-yl]piperidine-1-carboxylate CC1(OB(OC1(C)C)C=1C=NN(C1)[C@@H]1CN(CCC1)C(=O)OC(C)(C)C)C